12-Bromo-8-oxa-3,5,10-triazatricyclo[7.4.0.02,7]trideca-1(9),2(7),10,12-tetraene-4,6-dione BrC=1C=NC=2OC=3C(NC(NC3C2C1)=O)=O